C(#N)C1=CC=C(C=C1)C(C1=C(C=C(C(=C1)Cl)Cl)O)CC(=O)N [(4-cyanophenyl)(4,5-dichloro-2-hydroxyphenyl)methyl]acetamide